CC=1SC(=C(N1)OC1=C(C=C(C2=CC=CC=C12)NS(=O)(=O)CC(F)(F)F)C)C1=NC(=NC=C1)N[C@@H]1CN(CCC1)C(=O)OC(C)(C)C tert-butyl (3S)-3-[[4-[2-methyl-4-[[2-methyl-4-(2,2,2-trifluoroethylsulfonylamino)-1-naphthyl]oxy]thiazol-5-yl]pyrimidin-2-yl]amino]piperidine-1-carboxylate